tert-butyl (1-benzylpiperidin-3-yl)(methyl)carbamate C(C1=CC=CC=C1)N1CC(CCC1)N(C(OC(C)(C)C)=O)C